(R)-2-bromo-N-(5-(2,4-difluorophenoxy)pyrazin-2-yl)propionamide Br[C@@H](C(=O)NC1=NC=C(N=C1)OC1=C(C=C(C=C1)F)F)C